(2,4-dimethylphenyl) borate B(OC1=C(C=C(C=C1)C)C)([O-])[O-]